4-amino-N,1-dimethyl-N-((6-(4-(trifluoromethyl)phenyl)-3-pyridazinyl)methyl)-1H-pyrazolo[4,3-c]quinoline-8-carboxamide NC1=NC=2C=CC(=CC2C2=C1C=NN2C)C(=O)N(CC=2N=NC(=CC2)C2=CC=C(C=C2)C(F)(F)F)C